3-hydroxy-6-(4-methoxyphenyl)picolinic acid OC=1C(=NC(=CC1)C1=CC=C(C=C1)OC)C(=O)O